COC1=C(OCC(=O)OC)C=C(C(=C1)B1OC(C(O1)(C)C)(C)C)C methyl 2-[2-methoxy-5-methyl-4-(4,4,5,5-tetramethyl-1,3,2-dioxaborolan-2-yl)phenoxy]acetate